CN(C=1C(=CC(=C(C(=O)O)C1)C(F)(F)F)C(NS(=O)(=O)C1(CC1)C)=O)C 5-(dimethylamino)-4-(((1-methylcyclopropyl)sulfonyl)carbamoyl)-2-(trifluoromethyl)benzoic acid